Heptadecan-9-yl (E)-8-((3-(2-cyanoguanidino)propyl)(8-(nonyloxy)-8-oxooctyl)amino)octanoate C(#N)/N=C(/NCCCN(CCCCCCCC(=O)OC(CCCCCCCC)CCCCCCCC)CCCCCCCC(=O)OCCCCCCCCC)\N